2,4-difluorocinnamic acid FC1=C(C=CC(=O)O)C=CC(=C1)F